(2-Fluorotetrahydro-1H-pyrrolizin-7a(5H)-yl-5,5-d2)methanol FC1CC2(CCC(N2C1)([2H])[2H])CO